tert-butyl 2-((3-(4-(1,1-difluoropropyl)phenyl)-1,2,4-oxadiazol-5-yl)methyl)acrylate FC(CC)(F)C1=CC=C(C=C1)C1=NOC(=N1)CC(C(=O)OC(C)(C)C)=C